(S)-3-(3-bromobenzofuran-5-yl)-2-((R)-1-(tert-butoxycarbonyl)pyrrolidin-3-yl)propanoic acid BrC1=COC2=C1C=C(C=C2)C[C@H](C(=O)O)[C@@H]2CN(CC2)C(=O)OC(C)(C)C